5-((5-(2-methoxy-6-(((1r,4r)-4-(methylamino)cyclohexyl)oxy)phenyl)-1H-pyrazol-3-yl)amino)pyrazine-2-carbonitrile COC1=C(C(=CC=C1)OC1CCC(CC1)NC)C1=CC(=NN1)NC=1N=CC(=NC1)C#N